C(C1=CC=CC=C1)N1B(NC2=C3C1=CC=CC3=CC=C2)C=2C(=C3C[C@](CC3=C(C2CCCCC)C)(C(=O)OC)C2=CC=CC=C2)C (R)-methyl 5-(1-benzyl-1H-naphtho[1,8-de][1,3,2]diazaborinin-2(3H)-yl)-4,7-dimethyl-6-pentyl-2-phenyl-2,3-dihydro-1H-indene-2-carboxylate